P(=O)(OC(CCC)CCC)(OC(CCC)CCC)OC1=CC=CC=C1 di-(4-heptyl) phenyl phosphate